(2-(4'-hexyl-[1,1'-biphenyl]-4-carbonyl)hydrazine-1-thiocarbonyl)acetamide C(CCCCC)C1=CC=C(C=C1)C1=CC=C(C=C1)C(=O)NNC(=S)CC(=O)N